C1=CC(=C(C=C1N=NC2=CC(=C(C=C2)[O-])C(=O)O)C(=O)O)[O-].[Na+].[Na+] The molecule is an organic sodium salt that is the disodium salt of 3,3'-azobis(6-hydroxybenzoic acid) (olsalazine). Effective in the treatment of inflammatory bowel disease and ulcerative colitis. Mechanism of action unknown, but appears to be topical It has a role as a non-steroidal anti-inflammatory drug and a prodrug. It contains an olsalazine(2-).